N'-acetyl-3-(3-cyclopropyl-2-fluorophenoxy)-N'-(2,4-dimethylbenzyl)-6-methylpyridazine-4-carbohydrazide C(C)(=O)N(NC(=O)C1=C(N=NC(=C1)C)OC1=C(C(=CC=C1)C1CC1)F)CC1=C(C=C(C=C1)C)C